ClC1=CC=C(C=C1)C1=NN(CC1C1=CC=CC=C1)C1=NN(C(N1C(C(=O)OCC)C)=O)CC1=CC=C(C=C1)Cl ethyl 2-[3-[3-(4-chlorophenyl)-4-phenyl-4,5-dihydropyrazol-1-yl]-1-[(4-chlorophenyl)methyl]-5-oxo-1,2,4-triazol-4-yl]propanoate